(1s,4s)-4-((tert-Butoxycarbonyl)amino)cyclohexanecarboxylic acid methyl ester COC(=O)C1CCC(CC1)NC(=O)OC(C)(C)C